(R)-N-(2-((2-(dimethylamino)-ethyl)thio)-4-meth-oxy-5-((6-(3-(3-phenoxyphenyl)-isoxazolidin-2-yl)-pyrimidin-4-yl)-amino)phenyl)-acrylamide CN(CCSC1=C(C=C(C(=C1)OC)NC1=NC=NC(=C1)N1OCC[C@@H]1C1=CC(=CC=C1)OC1=CC=CC=C1)NC(C=C)=O)C